C(C)C(COC(=O)C1CC(CCC1)C(=O)OCC(CCCC)CC)CCCC di(2-ethylhexyl)cyclohexane-1,3-dicarboxylate